tert-butyl 3-((6-methoxypyrimidin-4-yl)oxy)azetidine-1-carboxylate COC1=CC(=NC=N1)OC1CN(C1)C(=O)OC(C)(C)C